2-(7-(diethylamino)-4-methyl-2-oxo-2H-chromen-3-yl)ethyl (3-phenylpropyl)carbamate C1(=CC=CC=C1)CCCNC(OCCC=1C(OC2=CC(=CC=C2C1C)N(CC)CC)=O)=O